O1C=CC2=C1C=CC=C2C(C(C2=CC=CC=C2)C=2C(=NC1=CC=C(C=C1C2)Br)OC)(CCN(C)C)O 2-(benzofuran-4-yl)-1-(6-bromo-2-methoxyquinolin-3-yl)-4-(dimethylamino)-1-phenylbutan-2-ol